FC(OC=1C=C(C=CC1)C1=CN=CO1)(F)F 5-[3-(trifluoromethoxy)phenyl]-1,3-oxazol